CC1([C@@H]2CCC([C@@H]([C@]2(CCC1)C)CCC(=CCO)C)=C)C 5-[(1S,4aS,8aS)-5,5,8a-trimethyl-2-methylene-decalin-1-yl]-3-methyl-pent-2-en-1-ol